C(C(C)C)[C@@H]1C(N2[C@@H](N(O1)C(\C=C\C1=NC=C(C=C1)OC)=O)CN(C([C@@H]2CC(C)C)=O)C2CCN(CC2)C)=O (3R,6S,9aS)-3,6-diisobutyl-1-((E)-3-(5-methoxypyridin-2-yl)acryloyl)-8-(1-methylpiperidin-4-yl)tetrahydropyrazino[2,1-c][1,2,4]oxadiazine-4,7(3H,6H)-dione